OC(CCCCCCCCCCCCC(=O)O)CC=CCC=CCCCCCCCCCC 14-Hydroxy-triaconta-16,19-dienoic acid